1-methyl-5-(1-methylcyclopropyl)-1H-pyrazole-4-carboxylic acid CN1N=CC(=C1C1(CC1)C)C(=O)O